6-chloro-3-(4-fluorobenzyl)-3-methyl-2,3-dihydroimidazo[1,5-a]pyridine-1,5-dione ClC1=CC=C2N(C1=O)C(NC2=O)(C)CC2=CC=C(C=C2)F